C1(CC1)N1C(C=2C(C3=CC=NC(=C13)N)=NN(N2)C)C 5-cyclopropyl-2,4-dimethyl-4,5-dihydro-2H-[1,2,3]triazolo[4,5-c][1,7]naphthyridin-6-amine